[Cs].CC1(CCCCC1)OC(C(=O)O)=O 2-((1-methylcyclohexyl)oxy)-2-oxoacetic acid cesium